1-(2,4-Difluorobenzyl)-4-iodo-1H-pyrazole-3-carboxylic acid ethyl ester C(C)OC(=O)C1=NN(C=C1I)CC1=C(C=C(C=C1)F)F